benzyl prop-2-enoate (benzyl acrylate) C(C1=CC=CC=C1)C(C(=O)O)=C.C(C=C)(=O)OCC1=CC=CC=C1